FC1=C(C=CC=C1)[C@H](C)N (S)-1-(2-Fluorophenyl)ethan-1-amine